C(C)OC(=O)C1=CC(=C2C(=N1)OC(CC2)C(C)O)C2=C(C=C(C=C2)F)F 5-(2,4-difluorophenyl)-2-(1-hydroxyethyl)-3,4-dihydro-2H-pyrano[2,3-b]Pyridine-7-carboxylic acid ethyl ester